S(=O)(=O)(ON1[C@@H]2CC[C@H](N(C1=O)C2)C(C(F)(F)F)O)O (2S,5R)-7-oxo-2-(2,2,2-trifluoro-1-hydroxyethyl)-1,6-diazabicyclo[3.2.1]octan-6-yl hydrogen sulfate